5-methyl-5H-pyrrolo[3,2-d]pyrimidine-7-carboxamide CN1C=C(C=2N=CN=CC21)C(=O)N